FC1(CCC(CC1)NC1=NC(=CC(=C1)C1CCNCC1)N1N=C(C=C1)C)F N-(4,4-difluorocyclohexyl)-6-(3-methyl-1H-pyrazol-1-yl)-4-(piperidin-4-yl)pyridin-2-amine